carbonylgold C(=O)=[Au]